FC1=CC=C(C(=O)N[C@@]2([C@@H](C2)C)C=2N=C3[C@@H]4[C@H](CN(C3=CC2)C2=NC(=NC=C2)C)C4)C=C1 4-fluoro-N-((1S,2R)-2-methyl-1-((6aR,7aS)-5-(2-methyl-pyrimidin-4-yl)-6,6a,7,7a-tetra-hydro-5H-cyclopropa[c][1,5]naphthyridin-2-yl)cyclopropyl)-benzamide